tert-butyl-4-((2-aminopyrimidin-5-yl)methyl)piperazine-1-carboxylate C(C)(C)(C)OC(=O)N1CCN(CC1)CC=1C=NC(=NC1)N